ClC1=C(C=C2C=C(N=CC2=C1)NC(=O)[C@@H]1[C@H](C1)C=1C=NN(C1)C)[C@@H]1C[C@H](C1)N1CC(C1)F (1S,2S)-N-(7-chloro-6-(trans-3-(3-fluoroazetidin-1-yl)cyclobutyl)isoquinolin-3-yl)-2-(1-methyl-1H-pyrazol-4-yl)cyclopropane-1-carboxamide